C[C@H]1CNCCC1 (R)-3-methylpiperidin